(S)-4-(7-Chloro-8-fluoro-2-(((2R,7aS)-2-fluorotetrahydro-1H-pyrrolizin-7a(5H)-yl)methoxy)pyrido[4,3-d]pyrimidin-4-yl)-1,4-oxazepan-6-ol ClC1=C(C=2N=C(N=C(C2C=N1)N1CCOC[C@H](C1)O)OC[C@]12CCCN2C[C@@H](C1)F)F